chromavinyl sulfate S(=O)(=O)(O[Cr]=C)[O-]